6,7-difluoro-8-hydroxy-1,4-dihydro-4-oxoquinoline-3-carboxylic acid methyl ester COC(=O)C1=CNC2=C(C(=C(C=C2C1=O)F)F)O